OC1=C(C=CC=C1)C1=NC=NC=N1 2-hydroxyphenyl-1,3,5-triazine